CC1=C(C(=CC(=C1)C(C1=CC=CC=C1)C1=CC=CC=C1)C)C1=C(C(=CC=C1OC)OC)P(C(C)(C)C)C(C)(C)C [2',6'-dimethyl-4'-(diphenylmethyl)-3,6-dimethoxy-biphenyl-2-yl]Di-tert-butylphosphine